FC1(CCC(CC1)C(C=1OC2=C(N1)C=C(C=C2)C(C2COC2)O)NC(OCC2=CC=CC=C2)=O)F benzyl ((4,4-difluorocyclohexyl)(5-(hydroxy(oxetan-3-yl)methyl)-benzo[d]oxazol-2-yl)methyl)carbamate